ClC1=C(C(=O)O)C=C(C(=N1)Cl)Cl 2,5,6-tri-chloronicotinic acid